4-Chloro-5-(3-((4-fluoro-2-nitrophenyl)(methoxy)methyl)-5,6-dihydroimidazo[1,2-a]pyrazin-7(8H)-yl)pyridazin-3(2H)-one ClC=1C(NN=CC1N1CC=2N(CC1)C(=CN2)C(OC)C2=C(C=C(C=C2)F)[N+](=O)[O-])=O